((2S,3R,6R)-2,6-Dimethyl-3-(((5-(trifluoromethyl)pyridin-2-yl)amino)methyl)morpholino)(5-fluoro-3-(2H-1,2,3-triazol-2-yl)pyridin-2-yl)methanone C[C@@H]1O[C@@H](CN([C@@H]1CNC1=NC=C(C=C1)C(F)(F)F)C(=O)C1=NC=C(C=C1N1N=CC=N1)F)C